Methyl 5-(3-cyclopropoxyphenyl)-1-(2-methyl-phenyl)-1H-pyrazole-3-carboxylate C1(CC1)OC=1C=C(C=CC1)C1=CC(=NN1C1=C(C=CC=C1)C)C(=O)OC